C(#C)C1=CC=C(C=C1)CNC(=O)[C@H]1N(C[C@@H](C1)O)C(=O)[C@H](C(C)(C)C)NC(=O)N1CCC(CC1)C(=O)OC methyl 1-[[(1S)-1-[(2S,4R)-2-[(4-ethynylphenyl) methylcarbamoyl]-4-hydroxy-pyrrolidine-1-carbonyl]-2,2-dimethyl-propyl]carbamoyl]piperidine-4-carboxylate